C(C=C)OC1=NOC(=C1)C(C)N1CCC(CC1)OC1=C2C(=NC=C1)C=CS2 3-(Allyloxy)-5-(1-(4-(thieno[3,2-b]pyridine-7-yloxy)piperidin-1-yl)ethyl)isoxazole